C1(=CC=CC=C1)CCCCCC[Si](OC)(OC)OC 6-phenylhexyltrimethoxysilane